4-(phenylthio)butylacrylic acid C1(=CC=CC=C1)SCCCCC(C(=O)O)=C